[4-(6-acetamido-pyrimidin-4-yloxy)-phenyl]acetic acid C(C)(=O)NC1=CC(=NC=N1)OC1=CC=C(C=C1)CC(=O)O